FC=1C=C(C=CC1OC1=C2C(=NC=C1)NC(N2C2COCC2)=O)C2=NN(C(=C2C(=O)N)C(F)(F)F)C2=CC=CC=C2 (3-fluoro-4-((2-keto-1-(tetrahydrofuran-3-yl)-2,3-dihydro-1H-imidazo[4,5-b]pyridin-7-yl)oxy)phenyl)-1-phenyl-5-(trifluoromethyl)-1H-pyrazole-4-carboxamide